5-(4-((4-(methylsulfonyl)benzyl)oxy)phenyl)-2-oxo-6-(trifluoromethyl)-1,2-dihydropyridine-3-carboxamide CS(=O)(=O)C1=CC=C(COC2=CC=C(C=C2)C=2C=C(C(NC2C(F)(F)F)=O)C(=O)N)C=C1